OC(=O)C(F)(F)F.C(C)OC1=NC=CC=C1C1=NC(=C(C=C1)OC1CC2(CNC2)C1)OC1CN(CC1)C 6-((2'-ethoxy-6-((1-methylpyrrolidin-3-yl)oxy)-[2,3'-bipyridin]-5-yl)oxy)-2-azaspiro[3.3]heptane TFA salt